2-fluoro-N-(2-methoxy-5-(3-(4-(trifluoromethyl)phenyl)-1H-pyrazolo[3,4-b]pyridin-1-yl)-phenyl)acrylamide FC(C(=O)NC1=C(C=CC(=C1)N1N=C(C=2C1=NC=CC2)C2=CC=C(C=C2)C(F)(F)F)OC)=C